2-(2-iodophenyl)aminobenzonitrile IC1=C(C=CC=C1)NC1=C(C#N)C=CC=C1